C1(CCCCC1)NC=1SC2=C(N1)C=CC=C2C=2C=C(C=CC2O)C2=CC=C(O2)P(O)(O)=O (5-(3-(2-(cyclohexylamino)benzo[d]thiazol-7-yl)-4-hydroxyphenyl)furan-2-yl)phosphonic acid